ClC=1C=CC=2C(=C3N(C2C1C=1C(=NN(C1C)C)C)[C@@H](CN(C3=O)C3=C1C=CN(C1=CC=C3)CC(=O)O)C)CCCOC3=CC(=C(C(=C3)C)Cl)C (R)-2-(4-(7-Chloro-10-(3-(4-chloro-3,5-dimethylphenoxy)propyl)-4-methyl-1-oxo-6-(1,3,5-trimethyl-1H-pyrazol-4-yl)-3,4-dihydropyrazino[1,2-a]indol-2(1H)-yl)-1H-indol-1-yl)acetic Acid